COC1=C(C(=O)N)C=C(C=N1)NC(C(=O)N1[C@H](CC[C@@H](C1)C)C=1C=CC2=C(N=C(S2)C=2CCN(CC2)C)C1)=O 2-methoxy-5-(2-((2R,5S)-5-methyl-2-(2-(1-methyl-1,2,3,6-tetrahydropyridin-4-yl)benzo[d]thiazol-5-yl)piperidin-1-yl)-2-oxoacetamido)nicotinamide